NC1=NC(=C2N=CN(C2=N1)[C@H]1C[C@H](C1)COP(=O)(OC1=CC=C(C=C1)Br)N[C@@H](C)C(=O)OC)OCC Methyl (((cis-3-(2-amino-6-ethoxy-9H-purin-9-yl)cyclobutyl)methoxy)(4-bromophenoxy)phosphoryl)-L-alaninate